1-(2,5-difluorophenyl)ethylamine hydrochloride Cl.FC1=C(C=C(C=C1)F)C(C)N